OC=1C(C(=CN2N3[C@H](CC[C@@H](N(C(C21)=O)C3)C)C)C(=O)NCC3=C(C=C(C=C3F)F)F)=O (1S,2S,5S)-8-hydroxy-2,5-dimethyl-7,9-dioxo-N-(2,4,6-trifluorobenzyl)-2,3,4,5,7,9-hexahydro-1,6-methanopyrido[1,2-b][1,2,5]triazonine-10-carboxamide